NC(CC[C@@H](C(=O)N[C@H](C(=O)N[C@H](C(=O)O)CCC(C)(C)C)CC=1N=CSC1)NC(=O)[C@H]1NCCC1)=O (S)-2-((S)-2-((S)-5-Amino-5-oxo-2-((S)-pyrrolidine-2-carboxamido)pentanamido)-3-(thiazol-4-yl)propanamido)-5,5-dimethylhexanoic acid